(2R,3S,4R,5S,6R)-2-(benzoyloxymethyl)-3,4-bis(benzoyloxy)-5-(trifluoromethyl)-6-((adamantan-1-yl)oxy)tetrahydropyran C(C1=CC=CC=C1)(=O)OC[C@H]1O[C@@H]([C@H]([C@H]([C@@H]1OC(C1=CC=CC=C1)=O)OC(C1=CC=CC=C1)=O)C(F)(F)F)OC12CC3CC(CC(C1)C3)C2